tert-butyl 7-(6-(((5-(3,6-dihydro-2H-pyran-4-yl)-7-((2-(trimethylsilyl)ethoxy)methyl)-7H-pyrrolo[2,3-d]pyrimidin-4-yl)amino)methyl)pyridin-2-yl)-4,7-diazaspiro[2.5]octane-4-carboxylate O1CCC(=CC1)C1=CN(C=2N=CN=C(C21)NCC2=CC=CC(=N2)N2CCN(C1(CC1)C2)C(=O)OC(C)(C)C)COCC[Si](C)(C)C